7-(3-{[5-(2-Methoxyethoxy)-1-methyl-1H-pyrazol-3-yl]carbamoyl}azetidin-1-yl)-5-methyl-4-oxo-1-(1,2,4-thiadiazol-5-yl)-1,4-dihydro-1,8-naphthyridine-3-carboxylic acid COCCOC1=CC(=NN1C)NC(=O)C1CN(C1)C1=CC(=C2C(C(=CN(C2=N1)C1=NC=NS1)C(=O)O)=O)C